2-(imidazol-1-yl)-N-[(trans)-4-aminocyclohexyl]-5H,6H,7H-cyclopenta[d]pyrimidine-4-carboxamide N1(C=NC=C1)C=1N=C(C2=C(N1)CCC2)C(=O)N[C@@H]2CC[C@H](CC2)N